3-(4-(1-(2-aminoethyl)-1H-pyrazol-4-yl)-1-oxoisoindolin-2-yl)piperidine-2,6-dione NCCN1N=CC(=C1)C1=C2CN(C(C2=CC=C1)=O)C1C(NC(CC1)=O)=O